3-{[2-fluoro-3-(methylaminosulfonylamino)phenyl]methyl}-4-methyl-7-(2-pyrimidinyloxy)-3,4-dihydro-2H-1,3-benzoxazin-2-one FC1=C(C=CC=C1NS(=O)(=O)NC)CN1C(OC2=C(C1C)C=CC(=C2)OC2=NC=CC=N2)=O